NC1=NN(C2=C(C=C(C(=C12)OC1=C(C=CC(=C1)F)Cl)NC(C1=CC(=CC(=C1)C(F)(F)F)F)=O)C1=C(CCC1)C(=O)OC)C1OCCCC1 Methyl 2-(3-amino-4-(2-chloro-5-fluorophenoxy)-5-(3-fluoro-5-(trifluoromethyl)benzamido)-1-(tetrahydro-2H-pyran-2-yl)-1H-indazol-7-yl)cyclopent-1-ene-1-carboxylate